(4R,4'R)-2,2'-(propane-2,2-diyl)bis(4-phenyl-4,5-dihydro-oxazole) CC(C)(C=1OC[C@H](N1)C1=CC=CC=C1)C=1OC[C@H](N1)C1=CC=CC=C1